N,N-dimethyl-6-(5-(3-methylpyridin-2-ylamino)-1,2,4-thiadiazol-3-yl)nicotinamide CN(C(C1=CN=C(C=C1)C1=NSC(=N1)NC1=NC=CC=C1C)=O)C